phenyl-acetyl-carbinol C1(=CC=CC=C1)C(O)C(C)=O